FC(S(=O)(=O)OC=1C2CN(C(C1)CC2)C(=O)OC(C)(C)C)(F)F tert-butyl 5-(((trifluoromethyl)sulfonyl)oxy)-2-azabicyclo[2.2.2]oct-5-ene-2-carboxylate